COC1=C2CCC(C2=C(C=C1)SC(F)(F)F)=O 4-methoxy-7-(trifluoromethylthio)-2,3-dihydro-1H-inden-1-one